N-(1-(2,6-dioxopiperidin-3-yl)-3-methyl-2-oxo-2,3-dihydro-1H-benzo[d]imidazol-4-yl)-4-(piperidin-1-ylmethyl)benzamide O=C1NC(CCC1N1C(N(C2=C1C=CC=C2NC(C2=CC=C(C=C2)CN2CCCCC2)=O)C)=O)=O